6-chloro-5-(2-methyl-2H-tetrazol-5-yl)pyrimidin-4-amine ClC1=C(C(=NC=N1)N)C=1N=NN(N1)C